C([2H])([2H])([2H])N(C1=CC=2C(N=C1)=NN(C2)C=2C=C(C=CC2F)NC(=O)N2CC(C2)(F)F)C([2H])([2H])[2H] N-(3-{5-[bis(2H3)methylamino]-2H-pyrazolo[3,4-b]pyridin-2-yl}-4-fluorophenyl)-3,3-difluoroazetidine-1-carboxamide